N-(4-acetylphenyl)-3-methyl-5-oxo-1-phenyl-4,5-dihydro-1H-pyrazole-4-carboxamide C(C)(=O)C1=CC=C(C=C1)NC(=O)C1C(=NN(C1=O)C1=CC=CC=C1)C